(2S,3R)-2-amino-3-hydroxy-3-(4-methylphenyl)propanoic acid N[C@H](C(=O)O)[C@@H](C1=CC=C(C=C1)C)O